2-(2,2-difluoro-4,6-diisopropylbenzo[d][1,3]dioxol-5-yl)acetamide FC1(OC2=C(O1)C=C(C(=C2C(C)C)CC(=O)N)C(C)C)F